C(CC)N(CCC)C[Si](OC)(OC)OC N,N-di-n-propyl-aminomethyl-trimethoxysilane